(S)-3-(1-(3-((2-(1,4-dimethyl-1H-pyrazol-5-yl)-5-fluoropyridin-4-yl)oxy)azetidine-1-carbonyl)-4,5-dihydro-1H-pyrazol-5-yl)-5-fluorobenzonitrile CN1N=CC(=C1C1=NC=C(C(=C1)OC1CN(C1)C(=O)N1N=CC[C@H]1C=1C=C(C#N)C=C(C1)F)F)C